5-((1-(3-(3-(Dimethylamino)pyrrolidin-1-yl)phenyl)-1H-imidazol-4-yl)amino)pyrazine-2-carbonitrile CN(C1CN(CC1)C=1C=C(C=CC1)N1C=NC(=C1)NC=1N=CC(=NC1)C#N)C